ClC1=CC(=C(C=C1C(=O)OC1CC1)C=1C(C(=C(N(C1C)CC)C1=CC(=C(C=C1)Cl)Cl)C(=O)OC(C)(C)C)=O)F tert-butyl 5-[4-chloro-5-(cyclopropoxycarbonyl)-2-fluoro-phenyl]-2-(3,4-dichlorophenyl)-1-ethyl-6-methyl-4-oxo-pyridine-3-carboxylate